FC(C)(C)C1=NOC(=C1)N1C(O[C@]2(C1)C[C@@](CCC2)(C)CN2C=NC1=C2C=C(C=C1)C#N)=O 1-(((5s,7s)-3-(3-(2-fluoropropan-2-yl)isoxazol-5-yl)-7-methyl-2-oxo-1-oxa-3-azaspiro[4.5]decan-7-yl)methyl)-1H-benzo[d]imidazole-6-carbonitrile